FC=1C(=C(C(=CC1)[N+](=O)[O-])S(=O)(=O)O)C 3-fluoro-2-methyl-6-nitrobenzenesulfonic acid